(3R)-2-[(5-Chloropyridin-2-yl)methyl]-3-(4-ethylphenyl)-3-{[1-(hydroxymethyl)cyclopropyl]methoxy}-6-(2-hydroxypropan-2-yl)-2,3-dihydro-1H-isoindol-1-on ClC=1C=CC(=NC1)CN1C(C2=CC(=CC=C2[C@]1(OCC1(CC1)CO)C1=CC=C(C=C1)CC)C(C)(C)O)=O